FC(C1=NC(=NO1)C=1C=CC(=NC1)CC(C1=CC(=CC=C1)C(F)(F)F)NC(=O)C=1C=NC=CC1)(F)F N-(2-{5-[5-(trifluoromethyl)-1,2,4-oxadiazol-3-yl]pyridin-2-yl}-1-[3-(trifluoromethyl)phenyl]ethyl)pyridine-3-carboxamide